N[C@@H](CCCNC(N)=N)C(=S)O thio-arginine